Cl.FC=1SC(=C2C1CCC(C2)N)C 1-fluoro-3-methyl-4,5,6,7-tetrahydro-2-benzothiophen-5-amine hydrochloride